BrC1=CC(=C2C(=C(C=NC2=C1)S(=O)(=O)NCC1=CC=C(C=C1)OC)Cl)F 7-Bromo-4-chloro-5-fluoro-N-(4-methoxyphenyl-methyl)quinoline-3-sulfonamide